4-((S)-2-methylpiperazin-1-yl)pyrido[2,3-d]pyrimidin-2(1H)-one C[C@@H]1N(CCNC1)C=1C2=C(NC(N1)=O)N=CC=C2